C(C(=C)C)(=O)OCCC[Si](OCCCCCC)(OCCCCCC)OCCCCCC 3-(methacryloxy)propyltrihexoxysilane